1,2,3-tri(dodecyloxy)-5-isocyanobenzene tert-butyl-(1R,5S)-3-(5-cyanothiazol-2-yl)-3,8-diazabicyclo[3.2.1]octane-8-carboxylate C(C)(C)(C)OC(=O)N1[C@H]2CN(C[C@@H]1CC2)C=2SC(=CN2)C#N.C(CCCCCCCCCCC)OC2=C(C(=CC(=C2)[N+]#[C-])OCCCCCCCCCCCC)OCCCCCCCCCCCC